N-((2-(6-(4-(2-hydroxyethyl)piperidin-1-yl)pyridin-2-yl)-1,6-naphthyridin-7-yl)methyl)-5-(methylsulfonyl)nicotinamide OCCC1CCN(CC1)C1=CC=CC(=N1)C1=NC2=CC(=NC=C2C=C1)CNC(C1=CN=CC(=C1)S(=O)(=O)C)=O